t-butyl 2-(acetoxy(3-chlorophenyl)methyl)acrylate C(C)(=O)OC(C(C(=O)OC(C)(C)C)=C)C1=CC(=CC=C1)Cl